[Na].[Na].C(CCCCCCCCC(=O)O)(=O)O Decanedioic acid disodium